tert-Butyl 4-(2',6-dichloro-4-methoxy-[1,1'-biphenyl]-3-carbonyl)piperazine-1-carboxylate ClC1=C(C=CC=C1)C1=CC(=C(C=C1Cl)OC)C(=O)N1CCN(CC1)C(=O)OC(C)(C)C